C(C)(=O)OC(C(C(C1=CC=CC=C1)OC(C)=O)C)C1=CC=CC=C1 1,3-diphenyl-2-methyl-1,3-propylene glycol diacetate